decanyl-biguanide C(CCCCCCCCC)NC(=N)NC(=N)N